N1=C(C=CC=C1)C1CC(CCCCCCC1)=O pyridylcyclodecan-3-one